NC1=C2N=C(N(C2=NC=N1)CCCNC(=O)C1CC1)SC1=CC2=C(CCO2)C=C1I Cyclopropanecarboxylic acid {3-[6-amino-8-(5-iodo-2,3-dihydro-benzofuran-6-ylsulfanyl)-purin-9-yl]-propyl}-amide